O1C=CC=2NC=CC21 4H-furo[3,2-b]pyrrole